3-(Trifluoromethyl)azetidine FC(C1CNC1)(F)F